C(C1=CC=CC=C1)OC1=CC(=C(C=C1)C(C(CC=C)=O)C1=CC=C(C=C1)Br)CO[Si](C)(C)C(C)(C)C 1-(4-(benzyloxy)-2-(((tert-butyldimethylsilyl)oxy)methyl)phenyl)-1-(4-bromophenyl)pent-4-en-2-one